C(#N)C=1C=CC(=C2CC[C@H](C12)OC)OC1CCCCC1 (1r,4r)-4-((7-cyano-1-methoxy-2,3-dihydro-1H-inden-4-yl)oxy)cyclohexane